BrC1=CC=2N(C3=CC=C(C=C3N(C2C=C1)C1=CC=C(C=C1)Br)Br)C1=CC=C(C=C1)Br 2,7-dibromo-5,10-bis(4-bromophenyl)-5,10-dihydrophenazine